FC(C1CCC(CC1)C=O)F 4-(difluoromethyl)cyclohexane-formaldehyde